(R)-6-(3-(4-cyclopropylphenyl)-2-methylpropyl)-2-thia-6-azaspiro[3.4]octane 2,2-dioxide C1(CC1)C1=CC=C(C=C1)C[C@H](CN1CC2(CS(C2)(=O)=O)CC1)C